4-Hydroxy-4-methyl-piperidine OC1(CCNCC1)C